ethyl (1S,3S,5S)-5-methyl-2-((4-(3-phenyloxetan-3-yl)benzoyl)glycyl)-2-azabicyclo[3.1.0]hexane-3-carboxylate C[C@@]12C[C@H](N([C@H]2C1)C(CNC(C1=CC=C(C=C1)C1(COC1)C1=CC=CC=C1)=O)=O)C(=O)OCC